3-piperidinone perchlorate Cl(=O)(=O)(=O)O.N1CC(CCC1)=O